3-(2,3,5,6-tetrafluorobenzyloxy)-N-(pyridin-3-yl)thiophene-2-carboxamide FC1=C(COC2=C(SC=C2)C(=O)NC=2C=NC=CC2)C(=C(C=C1F)F)F